tert-butyl (1S,2S,5R)-3-(5-bromo-7-chloro-2-(ethylthio)-8-fluoropyrido[4,3-d]pyrimidin-4-yl)-2-((S)-1-hydroxyethyl)-3,8-diazabicyclo[3.2.1]octane-8-carboxylate BrC1=NC(=C(C=2N=C(N=C(C21)N2[C@@H]([C@@H]1CC[C@H](C2)N1C(=O)OC(C)(C)C)[C@H](C)O)SCC)F)Cl